ClC=1C=CC(=C(C1)C1=CC(=CC=C1)OC)S(=O)(=O)N1CCC(CC1)(C(=O)N[C@@H](C)\C=C/S(=O)(=O)C)F (S,Z)-1-((5-chloro-3'-methoxy-[1,1'-biphenyl]-2-yl)sulfonyl)-4-fluoro-N-(4-(methylsulfonyl)but-3-en-2-yl)piperidine-4-carboxamide